(R)-2-(1-(1-acryloylpiperidin-3-yl)-1H-pyrazolo[3,4-d]pyrimidin-3-yl)-5-phenoxybenzonitrile C(C=C)(=O)N1C[C@@H](CCC1)N1N=C(C=2C1=NC=NC2)C2=C(C#N)C=C(C=C2)OC2=CC=CC=C2